O(C1=CC=CC=C1)OOC1=CC=CC=C1 Phenoxyether